3-hydroxy-4-methoxy-tetrahydrobenzoxazepine OC1NOC2=C(CC1OC)C=CC=C2